FC1=CC(=CC=2C=COC21)C=2C(=NC(=CN2)CCCOC)N2CCC(CC2)(C(=O)O)O 1-(3-(7-fluorobenzofuran-5-yl)-6-(3-methoxypropyl)pyrazin-2-yl)-4-hydroxypiperidine-4-carboxylic acid